ClC1=C(C=CC=C1OC)C(=O)N1C[C@@H]2CO[C@@](CN2CC1)(O)C1=NC2=C(N1)C=CC=C2 |o1:13,16| (2-Chloro-3-methoxyphenyl)-[rel-(3R,9aR)-3-(1H-benzimidazol-2-yl)-3-hydroxy-1,4,6,7,9,9a-hexahydropyrazino[2,1-c][1,4]oxazin-8-yl]methanon